C(CCCS(=O)(=O)[O-])S(=O)(=O)[O-] butane-1,4-disulfonate